dodecenyl-di-n-hexyl-isopropyl-aminosilane C(=CCCCCCCCCCC)N[Si](C(C)C)(CCCCCC)CCCCCC